CC(C(=O)O[C@H]1[C@]([C@@](C#N)(O[C@@H]1CO)C1=CC=C2C(=NC=NN21)N)(O)C)C 2-C-(4-aminopyrrolo[2,1-f][1,2,4]triazin-7-yl)-2,5-anhydro-3-C-methyl-D-altrononitrile 4-(2-methylpropanoate)